CC(CP(C1=CC=CC=C1)C1=CC=CC=C1)(CP(C1=CC=CC=C1)C1=CC=CC=C1)C 2,2-dimethyl-1,3-Bis(diphenylphosphino)-propane